C(C)(C)(C)OC(=O)N1CCC2(CC1)C[C@H](C1=CC(=CC=C12)Br)O |r| (±)-5-bromo-3-hydroxy-2,3-dihydrospiro[indene-1,4'-piperidine]-1'-carboxylic acid tert-butyl ester